C(C)(C)(C)S(=O)(=O)C=1C(=CC=2N(C1)C(=CN2)C2=CC=C(C(=N2)NCC2=C(C=C(C=C2)OC)OC)OC(F)(F)F)OC 6-(6-(tert-butylsulfonyl)-7-methoxyimidazo[1,2-a]pyridin-3-yl)-N-(2,4-dimethoxybenzyl)-3-(trifluoromethoxy)pyridin-2-amine